(R)-(1-(3-(phenyloxy)-2-bromo-4-methoxybenzyl)-7-hydroxy-6-methoxy-3,4-dihydroquinolin-2(1H)-yl)(cyclopropyl)methane C1(=CC=CC=C1)OC=1C(=C(CN2[C@H](CCC3=CC(=C(C=C23)O)OC)CC2CC2)C=CC1OC)Br